C(C)(C)(C)C=1C=C(C=CC1)C(C(=O)N1CC2=C(CCC1)N=C(NC2=O)C2(CC2)C=2SC=CC2)O 6-(2-(3-(tert-butyl)phenyl)-2-hydroxyacetyl)-2-(1-(thiophen-2-yl)cyclopropyl)-3,5,6,7,8,9-hexahydro-4H-pyrimido[5,4-c]azepin-4-one